CNC(=O)C1=CC(=CC=2C(COC21)C2=CC=CC=C2)C(=O)NCCC2=CC=NC=C2 N7-methyl-3-phenyl-N5-(2-(pyridin-4-yl)ethyl)-2,3-dihydrobenzofuran-5,7-dicarboxamide